C(C)(C)(C)[Si](C1=CC=CC=C1)(C1=CC=CC=C1)OC(CI)CC\C=C/CCCCCCCC t-butyl-{[(5Z)-1-iodotetradeca-5-en-2-yl]oxy}diphenylsilane